C(C)(C)(C)OC(=O)N1C(CCCC1)C=1OC(=NN1)SC 2-[5-(methylsulfanyl)-1,3,4-oxadiazol-2-yl]Piperidine-1-carboxylic acid tert-butyl ester